BrC=1C(=NC(=NC1)NC1=C(C=C(C(=C1)C)N1CCC(CC1)N1CCN(CC1)C)OC)NC=1C(=C2N=CC=NC2=CC1)N(S(=O)(=O)C)C N-(6-((5-bromo-2-((2-methoxy-5-methyl-4-(4-(4-methylpiperazin-1-yl)piperidin-1-yl)phenyl)amino)pyrimidin-4-yl)amino)quinoxalin-5-yl)-N-methylmethanesulfonamide